6-methanesulfonyloxy-8-hydroxy-7-(3-methylbutyryl)-9-isobutyl-2,2,4,4-tetramethyl-4,9-dihydro-1H-xanthene-1,3(2H)-dione CS(=O)(=O)OC=1C=C2OC=3C(C(C(C(C3C(C2=C(C1C(CC(C)C)=O)O)CC(C)C)=O)(C)C)=O)(C)C